C(C)(=O)NCC(=O)[SiH](OC(O)(O)O)CCCN (N-Acetylglycyl)-3-aminopropyltrihydroxymethoxysilane